ClC1=C(C=CC=C1C1=NC=CC(=C1Cl)C1=NC(=C(C=C1)CNCC1NC(CC1)=O)OC)NC(C1=NC=C(C(=C1)CN1CC(C1)COC)OC)=O N-(2-chloro-3-(3'-chloro-6-methoxy-5-((((5-oxopyrrolidin-2-yl)methyl)amino)methyl)-[2,4'-bipyridin]-2'-yl)phenyl)-5-methoxy-4-((3-(methoxymethyl)azetidin-1-yl)methyl)picolinamide